C(C)OC=1C=C2C(=NC(=NC2=CC1)C1=CC(=CC=C1)OCCCN1C(COCC1)C)NC=1C=CC(NC1)=O 5-((6-Ethoxy-2-(3-(3-(3-methylmorpholino)propoxy)phenyl)quinazolin-4-yl)amino)pyridin-2(1H)-one